C1(CC1)C=O CYCLOPROPANECARBALDEHYDE